N-[3-(3-cyclohexylpropoxy)phenyl]-2-cyclopropyl-N-methyl-4-[(pyridin-2-yl)methoxy]aniline C1(CCCCC1)CCCOC=1C=C(C=CC1)N(C1=C(C=C(C=C1)OCC1=NC=CC=C1)C1CC1)C